Cl.C(C)C1(CCNCC1)C(=O)N[C@@H](C(F)(F)F)C 4-ethyl-N-[(1R)-2,2,2-trifluoro-1-methyl-ethyl]piperidine-4-carboxamide hydrochloride salt